(S)-N-((R)-4-chloro-1-((3,3-difluorocyclobutyl)carbamoyl)-2,3-dihydro-1H-inden-1-yl)-1-(4-cyanopyridin-2-yl)-N-(5-fluoropyridin-3-yl)-5-oxopyrrolidine-2-carboxamide ClC1=C2CC[C@@](C2=CC=C1)(C(NC1CC(C1)(F)F)=O)N(C(=O)[C@H]1N(C(CC1)=O)C1=NC=CC(=C1)C#N)C=1C=NC=C(C1)F